B(C1=C(C=CC(=C1)S(=O)(=O)N(CC)CC)OC)(O)O (5-(N,N-diethylsulfamoyl)-2-methoxyphenyl)boronic acid